(S)-2-cyclohexyl-8-(1-((4-fluoro-2-(1-hydroxy-1H-benzo[d][1,2,6]oxazaborinin-6-yl)phenyl)amino)ethyl)-6-methyl-4H-chromen-4-one C1(CCCCC1)C=1OC2=C(C=C(C=C2C(C1)=O)C)[C@H](C)NC1=C(C=C(C=C1)F)C=1C=CC2=C(C=NOB2O)C1